((1R)-1-(3-((3-methoxyphenyl)amino)-2-methyl-3-oxopropanamido)-2-(p-tolyl)ethyl)boronic acid COC=1C=C(C=CC1)NC(C(C(=O)N[C@@H](CC1=CC=C(C=C1)C)B(O)O)C)=O